1-(trans-2-cyanocyclohexyl)-3-[(1-hydroxy-3H-2,1-benzoxaborole-6-yl)amino]pyrazole-4-carboxamide C(#N)[C@H]1[C@@H](CCCC1)N1N=C(C(=C1)C(=O)N)NC1=CC2=C(COB2O)C=C1